BrC=1C=C(OCC(=O)NC(NC2=C(C=C(C=C2)OC)OC)=O)C=CC1 2-(3-bromophenoxy)-N-((2,4-dimethoxyphenyl)carbamoyl)acetamide